C(C)(C)C=1C(=NN(C1)COCC[Si](C)(C)C)C(=O)OC methyl 4-isopropyl-1-((2-(trimethylsilyl)ethoxy)methyl)-1H-pyrazole-3-carboxylate